2-(4-chloro-5-fluoro-2-methoxyphenyl)-4,4,5,5-tetramethyl-1,3,2-dioxaborolane ClC1=CC(=C(C=C1F)B1OC(C(O1)(C)C)(C)C)OC